C(CCCO)(O)O 1,1,4-butanetriol